N-β-aminoethyl-β-aminopropyl-triethoxysilane NCCNC(C[Si](OCC)(OCC)OCC)C